FC=1C=C(C(=O)NC2=CC(=C(C=C2)O)S(=O)(=O)C)C=CC1SCCC1=CC=C(C=C1)OC(F)(F)F 3-fluoro-N-(4-hydroxy-3-(methylsulfonyl)phenyl)-4-((4-(trifluoromethoxy)phenethyl)thio)benzamide